4-(5-chloro-1-(4-cyclopropylbutyl)-3-(nicotinamido)-1H-pyrazolo[3,4-b]pyridin-6-yl)phenyl (3-(dimethylamino)propyl)carbamate CN(CCCNC(OC1=CC=C(C=C1)C1=C(C=C2C(=N1)N(N=C2NC(C2=CN=CC=C2)=O)CCCCC2CC2)Cl)=O)C